C(C)O[C@H]1C[C@H](N(CC1)NC1=C2C=CNC2=C(C=C1OC)C)C1=CC=C(C(=O)O)C=C1 4-((2s,4r)-4-ethoxy-1-((5-methoxy-7-methyl-1H-indol-4-yl)amino)piperidin-2-yl)benzoic acid